2-[(2,2-difluoroethyl)amino]-5-{5-(isoquinolin-6-yl)-1,3,4-oxadiazol-2-yl}benzonitrile FC(CNC1=C(C#N)C=C(C=C1)C=1OC(=NN1)C=1C=C2C=CN=CC2=CC1)F